3-[(6-methoxy-2-methylpyridin-3-yl)oxy]-5-methyl-6-(trifluoromethyl)pyridazine-4-carboxamide COC1=CC=C(C(=N1)C)OC=1N=NC(=C(C1C(=O)N)C)C(F)(F)F